The molecule is a pentacyclic triterpenoid that is 9beta,19-cyclolanost-25-ene substituted by an oxo group at position 3 and hydroxy groups at positions 7 and 24. It has been isolated from the leaves of Combretum quadrangulare. It has a role as a metabolite and a plant metabolite. It is a cyclic terpene ketone, a diol, a pentacyclic triterpenoid and a 3-oxo-5alpha-steroid. It derives from a hydride of a cycloartane. C[C@H](CCC(C)(C(=C)C)O)[C@H]1CC[C@@]2([C@@]1(CC[C@]34[C@H]2[C@H](C[C@@H]5[C@]3(C4)CCC(=O)C5(C)C)O)C)C